4-Cyclopropyl-N-((S)-(4,4-difluorocyclohexyl)(7-(((3R*,5R*)-5-methyl-2-oxopyrrolidin-3-yl)methyl)imidazo[1,2-b]pyridazin-2-yl)methyl)-1,2,5-oxadiazole-3-carboxamide C1(CC1)C=1C(=NON1)C(=O)N[C@H](C=1N=C2N(N=CC(=C2)C[C@H]2C(N[C@@H](C2)C)=O)C1)C1CCC(CC1)(F)F |o1:21,24|